C(#N)C(C(=O)O)=CC1=CC(=CC=C1)F 2-cyano-3-(3-fluorophenyl)acrylic acid